FC1=CC=C(C=C1)C1=CC(=C(C=N1)CNC(C=C)=O)N1N=C(C=C1)C(F)(F)F N-((6-(4-fluorophenyl)-4-(3-(trifluoromethyl)-1H-pyrazol-1-yl)pyridin-3-yl)methyl)acrylamide